ClC=1C=CC2=C([C@@H](C[C@@H](O2)C(=O)NC23CC(C2)(C3)NC(COC3=CC(=C(C=C3)F)F)=O)O)C1 (2R,4R)-6-chloro-N-{3-[2-(3,4-difluorophenoxy)acetamido]bicyclo[1.1.1]pent-1-yl}-4-hydroxy-3,4-dihydro-2H-1-benzopyran-2-carboxamide